3-(3-(7-fluorobenzofuran-5-yl)-6-(3,3,3-trifluoropropyl)pyrazin-2-yl)-3-azabicyclo[3.1.1]heptane-6-carboxylic acid FC1=CC(=CC=2C=COC21)C=2C(=NC(=CN2)CCC(F)(F)F)N2CC1C(C(C2)C1)C(=O)O